ClC=1C=2C(N=C3N(C2C=CC1)C1=CC(=CC=C1C3(C)C)N3CCN(CC3)CC3CCC(CC3)C=O)=O (1s,4s)-4-((4-(4-chloro-7,7-dimethyl-5-oxo-5,7-dihydroindolo[1,2-a]quinazolin-10-yl)piperazin-1-yl)methyl)cyclohexane-1-carbaldehyde